N-[7-cyano-2-[[2-[2-oxo-3-(3-oxo-4H-pyrido[3,2-b][1,4]oxazin-6-yl)oxazolidin-5-yl]ethylamino]methyl]indan-5-yl]-2-hydroxy-2-methyl-propanamide C(#N)C=1C=C(C=C2CC(CC12)CNCCC1CN(C(O1)=O)C=1C=CC=2OCC(NC2N1)=O)NC(C(C)(C)O)=O